(S)-1'-(5-((3-chloro-2-methoxypyridin-4-yl)thio)-1H-imidazo[4,5-b]pyrazin-2-yl)-5,7-dihydrospiro[cyclopenta[b]pyridine-6,4'-piperidin]-5-amine ClC=1C(=NC=CC1SC=1N=C2C(=NC1)NC(=N2)N2CCC1(CC2)[C@@H](C=2C(=NC=CC2)C1)N)OC